FC(C1=NN=C(O1)C1=CC(=C(CN2C(N(C3=C2C=CC=C3)C3CCN(CC3)C3COC3)=O)C=C1)F)F 1-(4-(5-(difluoromethyl)-1,3,4-oxadiazole-2-yl)-2-fluorobenzyl)-3-(1-(oxetan-3-yl)piperidine-4-yl)-1,3-dihydro-2H-benzo[d]imidazole-2-one